N-(4-amino-1-((2-(trimethylsilyl)ethoxy)methyl)-1H-pyrazolo[4,3-c]pyridin-7-yl)-2-((2R,5S)-5-methyl-2-(quinolin-7-yl)piperidin-1-yl)-2-oxoacetamide NC1=NC=C(C2=C1C=NN2COCC[Si](C)(C)C)NC(C(=O)N2[C@H](CC[C@@H](C2)C)C2=CC=C1C=CC=NC1=C2)=O